5-(1-mercaptoethyl)benzene-1,3-diol SC(C)C=1C=C(C=C(C1)O)O